2-((cyclopropylmethyl)(methyl)amino)-5-(N,N-dimethylsulfamoyl)-N-(5-ethylthiazol-2-yl)nicotinamide C1(CC1)CN(C1=C(C(=O)NC=2SC(=CN2)CC)C=C(C=N1)S(N(C)C)(=O)=O)C